Cl.CC1=C(CNC=2C=3N(C=C(C2)NC(N(C)C)=O)C(=C(N3)C)C)C(=CC=C1)C 3-(8-((2,6-dimethylbenzyl)amino)-2,3-dimethylimidazo[1,2-a]pyridin-6-yl)-1,1-dimethylurea hydrochloride